ClC1=C(C(=C(N=N1)N)C(C)C)C 6-chloro-5-methyl-4-(propan-2-yl)pyridazin-3-amine